N-((3s,5s,7s)-adamantan-1-yl)-2-chloro-5-(((2,6-dimethylphenyl)amino)methyl)pyrimidin-4-amine C12(CC3CC(CC(C1)C3)C2)NC2=NC(=NC=C2CNC2=C(C=CC=C2C)C)Cl